N-[1-[(1-chloro-6-formyl-6,7-dihydro-5H-cyclopenta[c]pyridin-3-yl)oxymethyl]cyclopropyl]carbamic acid tert-butyl ester C(C)(C)(C)OC(NC1(CC1)COC1=CC2=C(C(=N1)Cl)CC(C2)C=O)=O